1,2,4-tris(1-methylethyl)benzene CC(C)C1=C(C=C(C=C1)C(C)C)C(C)C